2,2-dimethylpropylbenzene CC(CC1=CC=CC=C1)(C)C